CN(CCN(C1=C(C=C(C=C1)NC1=NC=C(C(=N1)C1=CN(C2=C(C=CC=C12)OC)C)C(F)(F)F)NC(C)=O)C)C N-(2-((2-(dimethylamino)ethyl)(methyl)amino)-5-((4-(7-methoxy-1-methyl-1H-indol-3-yl)-5-(trifluoromethyl)pyrimidin-2-yl)amino)phenyl)acetamide